C(C)(=O)C1=C(C=C(C=C1)Cl)C1=CC(N(C=C1OC)C(C(=O)NC1=CC=C(C(=O)O)C=C1)CC1CCC(CC1)O)=O 4-(2-(4-(2-acetyl-5-chlorophenyl)-5-methoxy-2-oxopyridin-1(2H)-yl)-3-((1R,4R)-4-hydroxycyclohexyl)propionylamino)benzoic acid